C(C)(C)(C)OC(=O)N1CC=2C(=NN3C2C(NCC3)=O)C[C@H]1C (R)-tert-butyl-3-methyl-10-oxo-3,4,7,8,9,10-hexahydropyrido[4',3':3,4]pyrazolo[1,5-a]pyrazine-2(1H)-carboxylate